[Si](C1=CC=CC=C1)(C1=CC=CC=C1)(C(C)(C)C)OCC[C@H]1N(CC2=C1C(=NC(=C2)C(=O)OCC)C2=CC(=CC=C2)C#CCN(C)C)[S@@](=O)C(C)(C)C Ethyl (R)-3-(2-((tert-butyldiphenylsilyl)oxy)ethyl)-2-((S)-tert-butylsulfinyl)-4-(3-(3-(di-methylamino)prop-1-yn-1-yl)phenyl)-2,3-dihydro-1H-pyrrolo[3,4-c]pyridine-6-carboxylate